C(#N)C1=CN(C=2N=CN=C(C21)N(CC2=CC=C(C=C2)C(F)(F)F)C2CC2)CC2(CCN(CC2)CC(=O)N)O 2-(4-((5-cyano-4-(cyclopropyl(4-(trifluoromethyl)benzyl)amino)-7H-pyrrolo[2,3-d]pyrimidin-7-yl)methyl)-4-hydroxypiperidin-1-yl)acetamide